C(CCCCCCC\C=C/CCCCCCCC)[N-]CC[N-]CCCCCCCC\C=C/CCCCCCCC dioleyl-ethylenediamide